6-(4-methylpiperazin-1-yl)-N-(6-(o-tolyl)-5-(trifluoromethyl)pyridin-2-yl)pyridine-2-sulfonamide CN1CCN(CC1)C1=CC=CC(=N1)S(=O)(=O)NC1=NC(=C(C=C1)C(F)(F)F)C1=C(C=CC=C1)C